C(CC)C1(C=CC=C1)[Mo] (propylcyclopentadienyl)molybdenum(I)